(1r,3r)-3-(3-(6-((5-azaspiro[2.4]heptan-5-yl)methyl)-1-oxo-4-(trifluoromethyl)isoindolin-2-yl)phenyl)-3-((4-methyl-4H-1,2,4-triazol-3-yl)methyl)cyclobutane-1-carbonitrile C1CC12CN(CC2)CC2=CC(=C1CN(C(C1=C2)=O)C=2C=C(C=CC2)C2(CC(C2)C#N)CC2=NN=CN2C)C(F)(F)F